(R)-1-(2,5-difluoropyridin-3-yl)ethyl (4-(5-(1-cyanocyclopropane-1-carboxamido) pyridin-2-yl)-1-methyl-1H-1,2,3-triazol-5-yl)carbamate C(#N)C1(CC1)C(=O)NC=1C=CC(=NC1)C=1N=NN(C1NC(O[C@H](C)C=1C(=NC=C(C1)F)F)=O)C